C1(CC1)N1C=C(C(C2=CC=CC=C12)=O)C(=O)OCC ethyl 1-cyclopropyl-4-oxo-quinoline-3-carboxylate